BrC1=C(C=CC=C1)C=1OC[C@H](N1)CC1=CC=CC=C1 (R)-2-(2-bromophenyl)-4-benzyl-4,5-dihydrooxazole